cis-3-hexenyl acetate ((Z)-3-hexenyl acetate) C(C\C=C/CC)CC(=O)O.C(C)(=O)OCC\C=C/CC